N1(C=NC=C1)CCCNC(=O)C1=NN2C(N=C(C=C2C2CC2)C2=CC=CC=C2)=C1 N-(3-(1H-imidazol-1-yl)propyl)-7-cyclopropyl-5-phenylpyrazolo[1,5-a]pyrimidine-2-carboxamide